chloro-5-iodo-2-methylbenzoic acid ClC=1C(=C(C(=O)O)C=C(C1)I)C